N-(3-triethoxysilylpropyl)gluconamide C(C)O[Si](CCCNC(=O)[C@H](O)[C@@H](O)[C@H](O)[C@H](O)CO)(OCC)OCC